methyl-2-(3-oxomorpholino)Propionamide CC(C(=O)N)(C)N1C(COCC1)=O